ClC1=CC(=C2C(C=C(NC2=C1)C=1C=C(C#N)C=CC1SC)=O)F 3-(7-chloro-5-fluoro-4-oxo-1,4-dihydroquinolin-2-yl)-4-(methylsulfanyl)-benzonitrile